([1,1'-biphenyl]-4-yl)benzo[c]isoxazole-5-carbaldehyde C1(=CC=C(C=C1)C1=C2C(=NO1)C=CC(=C2)C=O)C2=CC=CC=C2